C1(=CC=C(C=C1)CN1CC=C2[C@@H](C=CC(=C12)C(=O)NC1CC2(CC(C2)(C(=O)O)C)C1)F)C1=CC=CC=C1 |r| (Racemic)-6-(1-([1,1'-Biphenyl]-4-ylmethyl)-4-fluoro-4H-indole-7-carboxamido)-2-methylspiro[3.3]heptane-2-carboxylic acid